5-{4-[4-(2,4-dimethylphenyl)piperazine-1-carbonyl]phenyl}-5-isobutylimidazolidine-2,4-dione CC1=C(C=CC(=C1)C)N1CCN(CC1)C(=O)C1=CC=C(C=C1)C1(C(NC(N1)=O)=O)CC(C)C